(3S)-3-(4-chlorophenyl)-3-(1-(4-chlorophenyl)-7-fluoro-5-(1-(4-fluoro-1-methylpiperidin-4-yl)-1-hydroxypropyl)-1-methoxy-3-oxoisoindolin-2-yl)propanoic acid ethyl ester C(C)OC(C[C@H](N1C(C2=C(C=C(C=C2C1=O)C(CC)(O)C1(CCN(CC1)C)F)F)(OC)C1=CC=C(C=C1)Cl)C1=CC=C(C=C1)Cl)=O